N-(4-(piperazin-1-yl)pyridin-2-yl)-[1,2,4]triazolo[4,3-b]pyridazin-6-amine N1(CCNCC1)C1=CC(=NC=C1)NC=1C=CC=2N(N1)C=NN2